S(=O)(=O)(O)O.N1[C@@H](CCC1)C(=O)O L-proline hydrogensulfate